CC1=C(C2=CC=CC=C2C(=C1)OCC)OCC 2-methyl-1,4-diethoxynaphthalene